1-(pyrrolidin-3-yl)ethan-1-one hydrochloride Cl.N1CC(CC1)C(C)=O